4-((1R,5S)-3,8-diazabicyclo[3.2.1]octan-3-yl)-8-fluoro-7-(1H-indol-3-yl)-2-(((S)-1-methylpyrrolidin-2-yl)methoxy)quinazoline [C@H]12CN(C[C@H](CC1)N2)C2=NC(=NC1=C(C(=CC=C21)C2=CNC1=CC=CC=C21)F)OC[C@H]2N(CCC2)C